potassium bicarbonate salt C([O-])(O)=O.[K+]